COC(=O)C1=CC2=C(N=C(O2)C2=CC(=C(C(=C2)Cl)OCC[C@H]([C@@H](CCOC2=C(C=C(C=C2Cl)CCC(=O)OC)Cl)O)O)Cl)C=C1.ClC(CCC(=O)NN)C1=CC=CC=C1 4-chloro-N'-phenylbutyryl-hydrazine methyl-2-[3,5-dichloro-4-[(3R,4R)-6-[2,6-dichloro-4-(3-methoxy-3-oxo-propyl)phenoxy]-3,4-dihydroxyhexoxy]phenyl]-1,3-benzoxazole-6-carboxylate